C(C)(=O)C1=NN(C2=CC=C(C=C12)C=1C=NC(=NC1)C)CC(=O)N1[C@@H]2C[C@@]2(C[C@H]1C(=O)NC1=NC(=CC=C1)Br)CO (1R,3S,5S)-2-(2-(3-acetyl-5-(2-methylpyrimidin-5-yl)-1H-indazol-1-yl)acetyl)-N-(6-bromopyridin-2-yl)-5-(hydroxymethyl)-2-azabicyclo[3.1.0]hexane-3-carboxamide